1-[6-[(2S)-2,4-dimethylpiperazin-1-yl]pyridin-2-yl]methylamine C[C@@H]1N(CCN(C1)C)C1=CC=CC(=N1)CN